tetrahydro-2H-pyran-2-Carboxylic acid pentahydrate O.O.O.O.O.O1C(CCCC1)C(=O)O